BrC1=CC=2C(C3=CC(=CC=C3C2C=C1)Br)(C1=CC2=CC=C(C=C2C=C1)OCC1=CC=C(C=C1)C=C)C1=CC2=CC=C(C=C2C=C1)OCC1=CC=C(C=C1)C=C 2,7-dibromo-9,9-bis(6-((4-vinylbenzyl)oxy)naphthalene-2-yl)-9H-fluorene